5-ethynyl-1,2,3-tri-fluorobenzene C(#C)C=1C=C(C(=C(C1)F)F)F